CCCCC/C=C\\C/C=C\\CCOS(=O)(=O)[O-] The molecule is an organosulfate oxoanion that is the conjugate base of (3Z,6Z)-dodeca-3,6-dien-1-yl hydrogen sulfate. Isolated from Daphnia pulex, it induces morphological changes of phytoplankton Scenedesmus gutwinskii. It has a role as a Daphnia pulex metabolite and a kairomone. It is a conjugate base of a (3Z,6Z)-dodeca-3,6-dien-1-yl hydrogen sulfate.